C1(=CC=CC=C1)NC(=O)NS(=O)(=O)NC1=CC=CC=C1 N-phenyl-N'-[(phenylamino)sulfonyl]urea